N1(C=NC2=C1C=CC=C2)CC=2C=C(SC2)C(=O)C=2C=NC=NC2 5-{[4-(1H-benzimidazol-1-ylmethyl)-2-thienyl]carbonyl}pyrimidin